N1-(1-ethyl-2-oxo-1,2-dihydropyridin-3-yl)-2-(6-azaspiro[2.5]octan-6-yl)terephthalamide C(C)N1C(C(=CC=C1)NC(C1=C(C=C(C(=O)N)C=C1)N1CCC2(CC2)CC1)=O)=O